styrene-sulphonate C(=CC1=CC=CC=C1)S(=O)(=O)[O-]